3-Hydroxy-2-{7-[(1s,3s)-3-hydroxy-3-methylcyclobutyl]-5-methyl-7H-pyrrolo[2,3-c]pyridazin-3-yl}-5-(trifluoromethyl)benzonitrile OC=1C(=C(C#N)C=C(C1)C(F)(F)F)C1=CC2=C(N=N1)N(C=C2C)C2CC(C2)(C)O